4-[(5-bromo-3-fluoropyridin-2-yl)oxy]Benzonitrile BrC=1C=C(C(=NC1)OC1=CC=C(C#N)C=C1)F